((2R,3S,4R,5R)-5-(4-Aminopyrrolo[2,1-f][1,2,4]triazin-7-yl)-5-cyano-3,4-dihydroxytetrahydrofuran-2-yl) methylcyclohexanecarboxylate sulfate S(=O)(=O)(O)O.CC1(CCCCC1)C(=O)O[C@H]1O[C@@]([C@@H]([C@@H]1O)O)(C#N)C1=CC=C2C(=NC=NN21)N